Cyclohexan-1,2-diamin C1(C(CCCC1)N)N